(R)-N,N-dimethyl-1-(piperidin-3-yl)methanamine hydrochloride Cl.CN(C[C@H]1CNCCC1)C